[(1S,2S,3R,4S,6R)-3-[(2R,3S,4S,5R,6R)-5-acetoxy-3-azido-6-(azidomethyl)-4-fluoro-tetrahydropyran-2-yl]oxy-4,6-diazido-2-hydroxy-cyclohexyl]acetate C(C)(=O)O[C@H]1[C@H]([C@H]([C@H](O[C@@H]1CN=[N+]=[N-])O[C@H]1[C@H]([C@H]([C@@H](C[C@@H]1N=[N+]=[N-])N=[N+]=[N-])CC(=O)[O-])O)N=[N+]=[N-])F